FC1=C(C=CC=C1)C1(CC1)NC1=CC=C(C=N1)C#N 6-[[1-(2-fluorophenyl)cyclopropyl]amino]pyridine-3-carbonitrile